C(=O)O.COC=1C(=C2C=CNC2=C(C1)C)CN1[C@H](C[C@@H](CC1)NS(N)(=O)=O)C1=CC=C(C(=O)O)C=C1 |r| (+-)-trans-4-(1-((5-methoxy-7-methyl-1H-indol-4-yl)methyl)-4-(sulfamoylamino)piperidin-2-yl)benzoic acid formate